CC(C)(C)[O-].[K+].C1(CCCCC1)[C@@H](C(=O)N1[C@@H](CCC1)C=1SC=C(N1)C(=O)C=1C=2CCCC2C(=CC1)F)NC([C@H](C)NC)=O (S)-N-((S)-1-cyclohexyl-2-((S)-2-(4-(7-fluoro-2,3-dihydro-1H-indene-4-carbonyl)thiazol-2-yl)pyrrolidin-1-yl)-2-oxoethyl)-2-(methylamino)propionamide potassium tertbutylate